FC(S(=O)(=O)OC1=C(C(N(C=2N=C(N=CC21)NC2=C(C=CC=C2)OC)C2=C(C=C(C=C2)OC)OC)=O)C#N)(F)F 6-cyano-8-(2,4-dimethoxyphenyl)-2-((2-methoxyphenyl)amino)-7-oxo-7,8-dihydropyrido[2,3-d]pyrimidin-5-yl trifluoromethanesulfonate